FC=1C=C(C(=O)N2C[C@H](CCC2)NC(OC(C)(C)C)=O)C=CC1N tert-butyl (S)-[1-(3-fluoro-4-aminobenzoyl)piperidin-3-yl]carbamate